NC1=CC=CC(=N1)S(=O)(=O)NC(=O)C=1C(=NC(=CC1)C=1C=NC(=CC1)OC(C)C)N(CCC)CC1CC1 N-[(6-Amino-2-pyridyl)sulfonyl]-2-[cyclopropylmethyl(propyl)amino]-6-(6-isopropoxy-3-pyridyl)pyridin-3-carboxamid